rac-(3s,4s,5s)-5-(5-chlorothien-2-yl)-1-(4-methoxybenzyl)-3-methyl-4-nitropyrrolidin-2-one ClC1=CC=C(S1)[C@@H]1[C@H]([C@@H](C(N1CC1=CC=C(C=C1)OC)=O)C)[N+](=O)[O-] |r|